2-(1-(2-hydroxyphenyl)-6-(trifluoromethyl)-5,6,7,8-tetrahydroimidazo[1,5-a]pyridin-3-yl)-4-methylphenol OC1=C(C=CC=C1)C=1N=C(N2C1CCC(C2)C(F)(F)F)C2=C(C=CC(=C2)C)O